5-(3,5-dimethoxyphenyl)-2,4-pentadienoic acid ethyl ester C(C)OC(C=CC=CC1=CC(=CC(=C1)OC)OC)=O